Cl.OC1(CN(C1)[C@@H]1[C@H](CCC1)OC=1C=C2CN(C(C2=CC1)=O)C1C(NC(CC1)=O)=O)C 3-(5-(((1S,2S)-2-(3-hydroxy-3-methylazetidin-1-yl)cyclopentyl)oxy)-1-oxoisoindolin-2-yl)piperidine-2,6-dione HCl salt